Trans-9-((S)-2-aminopropyl)-5-(2-bromo-3-fluorophenyl)-2-oxo-1-oxa-3,4-diazaspiro[5.5]undec-4-ene-9-carbonitrile hydrochloride Cl.N[C@H](CC1(CCC2(C(=NNC(O2)=O)C2=C(C(=CC=C2)F)Br)CC1)C#N)C